CN1C(N(C2=C1C=NC(=C2)NC=2C=C1N=CC=NC1=CC2C)C2CCOCC2)=O 3-Methyl-6-((7-methylquinoxalin-6-yl)amino)-1-(tetrahydro-2H-pyran-4-yl)-1,3-dihydro-2H-imidazo[4,5-c]pyridin-2-one